CN1C(=CC=2C=NC(=CC21)NC2CCOCC2)C2=NC(=NC=C2)C 1-methyl-2-(2-methylpyrimidin-4-yl)-N-(tetrahydro-2H-pyran-4-yl)-1H-pyrrolo[3,2-c]pyridin-6-amine